CCCCCCC(=O)O C7-Heptanoic acid